(9H-carbazol-9-yl)-2-(1,3-dioxoisoindolin-2-yl)propionic acid C1=CC=CC=2C3=CC=CC=C3N(C12)C(C(=O)O)(C)N1C(C2=CC=CC=C2C1=O)=O